C1(CC1)C=1C=C(C(N(C1)C1=CC=C(C=C1)F)=O)C(=O)N 5-cyclopropyl-1-(4-fluorophenyl)-2-oxo-1,2-dihydropyridin-3-carboxamide